monobromoalcohol BrO